P(=O)(=O)S(=O)([O-])P(=O)=O di-phosphothionate